vinylidene sulfate, lithium salt [Li].S1(=O)(=O)OC(=C)O1